FC(C(=O)N[C@@H]1[C@H](C[C@]2(C(=O)O)O[C@H]1[C@H](O2)[C@H](O)CO)O)(F)F 2,7-Anhydro-3,5-dideoxy-5-trifluoroacetamido-α-D-glycero-D-galacto-non-2-ulopyranosonic acid